FC=1C=C(NC2=CC3=C(C(=N2)C(=O)NC2(CCCCC2)C)OCO3)C=C(C1)F 6-(3,5-difluoroanilino)-N-(1-methylcyclohexyl)-[1,3]dioxolo[4,5-c]pyridine-4-carboxamide